dicyclohexyl-methane diisocyanate diisocyanate [N-]=C=O.[N-]=C=O.[N-]=C=O.[N-]=C=O.C1(CCCCC1)CC1CCCCC1